(Z)-N-(5-(5-(1-(methoxyimino)ethyl)benzo[d]oxazol-2-yl)-8-(methylamino)-2,7-naphthyridin-3-yl)cyclopropanecarboxamide CO\N=C(\C)/C=1C=CC2=C(N=C(O2)C2=C3C=C(N=CC3=C(N=C2)NC)NC(=O)C2CC2)C1